(R)-N-(4-fluoro-5-((5-(3-hydroxypyrrolidin-1-yl)pyrazin-2-yl)carbamoyl)-2-methylphenyl)-2-methylthiazole-5-carboxamide FC1=CC(=C(C=C1C(NC1=NC=C(N=C1)N1C[C@@H](CC1)O)=O)NC(=O)C1=CN=C(S1)C)C